CO[C@@H]1C[C@@H](CC1)NC=1C2=C(N=C(N1)C=1N(C=CN1)CCOC)SC=C2 |r| Rac-N-((1R,3S)-3-methoxycyclopentyl)-2-(1-(2-methoxyethyl)-1H-imidazol-2-yl)thieno[2,3-d]pyrimidin-4-amine